C[Si](OC1(CCOC2=CC=CC=C12)C#N)(C)C 4-((Trimethylsilyl)oxy)chromane-4-carbonitrile